FC1(C[C@H]2C([C@H]2C1)NC(=O)C=1C=C(C2=C(C(CO2)C2CCOCC2)C1)C(=O)NC)F N5-((1R,5S,6r)-3,3-difluorobicyclo[3.1.0]hexan-6-yl)-N7-methyl-3-(tetrahydro-2H-pyran-4-yl)-2,3-dihydrobenzofuran-5,7-dicarboxamide